CN(CCC(=O)N1CC(C(C1)C(=O)OC(CCC\C=C/CCCCC)CCC\C=C/CCCCC)C(=O)OC(CCC\C=C/CCCCC)CCC\C=C/CCCCC)C 3,4-bis[(6Z,15Z)-henicosa-6,15-dien-11-yl] 1-[3-(dimethylamino)-propanoyl]pyrrolidine-3,4-dicarboxylate